C(CCCCCCCC)OC(CC)O (n-nonyloxy)propan-1-ol